N-((5-cyclohexylpyridin-2-yl)methyl)-2,2,2-trifluoro-N-(5-fluoro-1-trityl-1H-indazol-6-yl)acetamide C1(CCCCC1)C=1C=CC(=NC1)CN(C(C(F)(F)F)=O)C1=C(C=C2C=NN(C2=C1)C(C1=CC=CC=C1)(C1=CC=CC=C1)C1=CC=CC=C1)F